2,3-dimethyl-5-(3-methylphenyl)pent-1-en-4-yn-3-ol CC(=C)C(C#CC1=CC(=CC=C1)C)(O)C